OC=1C=CC=C2C=CC(=NC12)Cl 8-hydroxy-2-chloroquinoline